C(C(C)C)(=O)O.CC(CO)(C(C(C)C)O)C 2,2,4-trimethyl-1,3-pentanediol mono-isobutyrate